tributyl-tetradecylphosphonium bis(2-ethylhexyl)phosphate C(C)C(COP(=O)(OCC(CCCC)CC)[O-])CCCC.C(CCC)[P+](CCCCCCCCCCCCCC)(CCCC)CCCC